(S)-1'-(6-chloro-5-((2,3-dichlorophenyl)thio)-1H-imidazo[4,5-b]pyrazin-2-yl)-1,3-dihydrospiro[indene-2,4'-piperidin]-1-amine ClC1=C(N=C2C(=N1)NC(=N2)N2CCC1(CC2)[C@@H](C2=CC=CC=C2C1)N)SC1=C(C(=CC=C1)Cl)Cl